S1C(=CC2=C1C=CC=C2)C2(CCN(CC2)C(=O)OC(C)(C)C)C Tert-Butyl 4-(1-benzothiophen-2-yl)-4-methylpiperidine-1-carboxylate